Cl.NC1=NNC(=N1)NN 3-amino-5-hydrazino-1,2,4-triazole hydrochloride